CC(COC(C)COC(C)CO)O Tripropylen glycol